[Ru]=O.[Ce] Cerium ruthenium oxide